COC1=CC=C(C=C1)CN(S(=O)(=O)C1=CC=CC=C1)C N-[(4-methoxyphenyl)methyl]-N-methyl-benzenesulfonamide